CC1(C2(C3=NC(=CC=C3C(O1)=O)NC=1N=CC3=C(C=CC(=C3C1)[C@H](CC)N[S@@](=O)C(C)(C)C)OC)CC2)C (S)-N-((S)-1-(3-((7',7'-dimethyl-5'-oxo-5'H,7'H-spiro[cyclopropane-1,8'-pyrano[4,3-b]pyridin]-2'-yl)amino)-8-methoxyisoquinolin-5-yl)propyl)-2-methylpropane-2-sulfinamide